3-[p-(2-Amino-2-methylpropylaminocarbonyloxy)phenyl]dispiro[cyclohexane-1,3'-[1,2,4]trioxolane-5',2''-tricyclo[3.3.1.13,7]decane] NC(CNC(=O)OC1=CC=C(C=C1)C1CC2(OOC3(C4CC5CC(CC3C5)C4)O2)CCC1)(C)C